4-(benzhydryloxy)piperidine hydrochloride Cl.C(C1=CC=CC=C1)(C1=CC=CC=C1)OC1CCNCC1